CN[C@@H](CCCO)C=1C=NC=CC1 (S)-4-(methylamino)-4-(3-pyridyl)-1-butanol